2-((5,6-dichloro-1-(hydroxymethyl)-9-(1-(tetrahydro-2H-pyran-2-yl)-1H-pyrazol-4-yl)-2,3-dihydro-1H-pyrrolo[1,2-a]indol-8-yl)oxy)acetonitrile ClC1=C(C=C(C=2C(=C3N(C12)CCC3CO)C=3C=NN(C3)C3OCCCC3)OCC#N)Cl